tertiary butyl-trimethoxysilane C(C)(C)(C)[Si](OC)(OC)OC